[Si](C)(C)(C(C)(C)C)OCCN(C(=O)C1=NC2=C(N1)C=CC(=C2)S(=O)(=O)C)C2=C(C(=CC=C2)Cl)Cl N-(2-((tert-butyldimethylsilyl)oxy)ethyl)-N-(2,3-dichlorophenyl)-5-(methylsulfonyl)-1H-benzo[d]imidazole-2-carboxamide